C1(CCCCC1)C=1C=C(C=CC1)S(=O)(=O)C1N(CC12CNCC2C(=O)N)C(=O)[C@@H]2C(C2)(F)F ((3-cyclohexylphenyl)sulfonyl)-2-((R)-2,2-difluorocyclopropane-1-carbonyl)-2,6-diazaspiro[3.4]octane-8-carboxamide